O1CC(CC1)CN1C(=NC2=C1C=CC(=C2)C(=O)O)NC=2OC1=C(N2)C=CC(=C1)OC(F)(F)F 1-((tetrahydrofuran-3-yl)methyl)-2-((6-(trifluoromethoxy)benzo[d]oxazol-2-yl)amino)-1H-benzo[d]imidazole-5-carboxylic acid